(2R,5S)-2-(Azidomethyl)-5-(4-chlorobenzyl)-4-(4-(4,5-dimethylthiazol-2-yl)cyclohexyl)morpholin N(=[N+]=[N-])C[C@H]1CN([C@H](CO1)CC1=CC=C(C=C1)Cl)C1CCC(CC1)C=1SC(=C(N1)C)C